3,4-bis(diphenylphosphino)-2-methylthiophene C1(=CC=CC=C1)P(C1=C(SC=C1P(C1=CC=CC=C1)C1=CC=CC=C1)C)C1=CC=CC=C1